4-chloro-4'-cyanobiphenyl ClC1=CC=C(C=C1)C1=CC=C(C=C1)C#N